2-[2-(aminooxymethyl)-3-methyl-phenyl]-2-methoxyimino-N-methyl-acetamide NOCC1=C(C=CC=C1C)C(C(=O)NC)=NOC